CC1OCOC1 4-methyl-1,3-Dioxolane